7-((S)-1-(((R)-3,3-difluorocyclopentyl)amino)ethyl)-1H-pyrrolo[3,2-b]pyridine-5-carboxamide FC1(C[C@@H](CC1)N[C@@H](C)C1=C2C(=NC(=C1)C(=O)N)C=CN2)F